BrC1=CC=C(C=C1)C=1N=C(OC1C)C(F)(F)F 4-(4-bromophenyl)-5-methyl-2-(trifluoromethyl)oxazole